(4-(4-fluoro-3-methylphenyl)-7-hydroxy-3-isopropylisoquinoline-1-carbonyl)alanine FC1=C(C=C(C=C1)C1=C(N=C(C2=CC(=CC=C12)O)C(=O)N[C@@H](C)C(=O)O)C(C)C)C